Methyl 2-(4-tert-butyl-1H-pyrazol-1-yl)-5-({[1-(3,4-difluorophenyl) cyclopropyl] carbonyl} amino)benzoate C(C)(C)(C)C=1C=NN(C1)C1=C(C(=O)OC)C=C(C=C1)NC(=O)C1(CC1)C1=CC(=C(C=C1)F)F